CCOC(=O)C1=CC=CN1 ethyl pyrrole-2-carbonate